C1(CC1)C1=CC(=CC(=N1)N1C=NC=2C=C(NC2C1=O)CN1CC(C1)OC)C1=C(C=C(C=C1)F)C1=NN=CN1C 6-{6-cyclopropyl-4-[4-fluoro-2-(4-methyl-4H-1,2,4-triazol-3-yl)phenyl]-2-pyridyl}-2-[(3-methoxy-1-azetidinyl)methyl]-1,6-dihydro-1,4,6-triaza-7-indenone